boc-L-proline methyl ester hydrochloride Cl.COC([C@H]1N(CCC1)C(=O)OC(C)(C)C)=O